ClC1=CC2=C(N(C(N=C2N2[C@H](CN([C@@H](C2)C)C(C=C)=O)C)=O)C=2C(=NC=CC2C)C(C)C)NC1=O (M)-6-Chloro-4-[(2S,5R)-2,5-dimethyl-4-prop-2-enoyl-piperazin-1-yl]-1-(2-isopropyl-4-methyl-3-pyridyl)-8H-pyrido[2,3-d]pyrimidine-2,7-dione